[(E)-(S)-18-Chloro-15-(2,6-difluoro-4-methyl-benzoylamino)-9-oxo-8,17,19-triaza-tricyclo[14.2.1.02,7]nonadeca-1(18),2,4,6,12,16(19)-hexaen-5-yl]-carbamic Acid methyl ester COC(NC1=CC=C2C3=C(NC([C@H](C/C=C/CCC(NC2=C1)=O)NC(C1=C(C=C(C=C1F)C)F)=O)=N3)Cl)=O